bis(4-amino-3,5-diisopropylphenyl)-1-(3,5-bistrifluoromethylphenyl)methane 2-thia-1,3,8-triazaspiro[5.5]undecane-8-carboxylate N1SNCCC12CN(CCC2)C(=O)O.NC2=C(C=C(C=C2C(C)C)C(C2=CC(=CC(=C2)C(F)(F)F)C(F)(F)F)C2=CC(=C(C(=C2)C(C)C)N)C(C)C)C(C)C